C1(CC1)N1C=NC2=C1C=CC(=C2)OC(F)(F)F 1-cyclopropyl-5-(trifluoromethoxy)-1H-1,3-benzodiazol